N1(CCCCC1)CCCOC=1C=C2C=CN(C2=CC1)S(=O)(=O)C=1C=C(C(=O)O)C=CC1 3-((5-(3-(Piperidin-1-yl)propoxy)-1H-indol-1-yl)sulfonyl)benzoic acid